ethyl-sulfonyl-lactic acid C(C)S(=O)(=O)C(C(=O)O)(O)C